9-(4-(1H-pyrazol-1-yl)benzyl)-2-chloro-7,9-dihydro-8H-purin-8-one N1(N=CC=C1)C1=CC=C(CN2C3=NC(=NC=C3NC2=O)Cl)C=C1